methyl-2'-oxospiro[cyclobutane-1,3'-indoline] CN1C(C2(C3=CC=CC=C13)CCC2)=O